2-{[4-(4-fluorophenyl)-6-octylquinolin-2-yl](2-methylpropyl)amino}acetic acid FC1=CC=C(C=C1)C1=CC(=NC2=CC=C(C=C12)CCCCCCCC)N(CC(=O)O)CC(C)C